tert-butyl N-[2-[[1-[5-[(2-amino-3-pentyl-quinoline-7-carbonyl)amino]-2-pyridyl]piperidine-4-carbonyl]amino]ethyl]carbamate NC1=NC2=CC(=CC=C2C=C1CCCCC)C(=O)NC=1C=CC(=NC1)N1CCC(CC1)C(=O)NCCNC(OC(C)(C)C)=O